methylolstearate C(O)OC(CCCCCCCCCCCCCCCCC)=O